C(CCC)(=O)ON1C(CCC1=O)=O 2,5-dioxopyrrolidin-1-yl butyrate